2-Thiophene C1=CSC=C1